N-(1-amino-3-hydroxy-2-methyl-1-oxopropan-2-yl)-2-methyl-5-(2-phenylacetyl)benzofuran-3-carboxamide NC(C(CO)(C)NC(=O)C1=C(OC2=C1C=C(C=C2)C(CC2=CC=CC=C2)=O)C)=O